C(C)(C)(C)OC(=O)N(C(OC(C)(C)C)=O)C1=C(C2=C(N=C(N=C2)SC)N1C1=C(C(=CC=C1C)OC)C)C#N tert-butyl N-tert-butoxycarbonyl-N-[5-cyano-7-(3-methoxy-2,6-dimethyl-phenyl)-2-methylsulfanylpyrrolo[2,3-d]pyrimidin-6-yl]carbamate